CC(C[C@H](NC(=O)C1CC(=NO1)C1=CC=CC2=CC=CC=C12)B(O)O)C ((1R)-3-methyl-1-(3-(naphthalen-1-yl)-4,5-dihydroisoxazole-5-carboxamido)butyl)boronic acid